(3R,4S,6S)-1-benzyl-3-ethyl-4-hydroxy-6-methylpiperidin-2-one C(C1=CC=CC=C1)N1C([C@@H]([C@H](C[C@@H]1C)O)CC)=O